CC1=C(N=C(C=2N1C=C(N2)C(=O)O)C)C 5,6,8-trimethylimidazo[1,2-a]pyrazine-2-carboxylic acid